(S)-N-(1-Amino-3-hydroxy-1-oxopropan-2-yl)-5-((5-fluoropyridin-2-yl)methoxy)-2-methylbenzofuran-3-carboxamide NC([C@H](CO)NC(=O)C1=C(OC2=C1C=C(C=C2)OCC2=NC=C(C=C2)F)C)=O